C(C(=C)C)(=O)CCC[Si](OCCOC)(OCCOC)OCCOC γ-methacryloylpropyl-tri(methoxyethoxy)silane